N-[4-[[4-[[2-(6-methyl-2-pyridyl)pyrimidin-4-yl]amino]pyrimidin-2-yl]amino]phenyl]methanesulfonamide CC1=CC=CC(=N1)C1=NC=CC(=N1)NC1=NC(=NC=C1)NC1=CC=C(C=C1)NS(=O)(=O)C